CNCCC(OCC=1C=C(C=CC1)N1C(CCCCC1)=O)C1=CC=CC=C1 1-(3-((3-(Methylamino)-1-phenylpropoxy)methyl)phenyl)azepan-2-one